1,3-dimethoxy-4,6-bis(2-fluorophenyl)benzene COC1=CC(=C(C=C1C1=C(C=CC=C1)F)C1=C(C=CC=C1)F)OC